FC1=C(CC2=NC3=C(N2C[C@H]2OCC2)C=C(C=C3)C(=O)O)C=C(C(=C1)C1=NC(=CC=C1)OCC1=C(C=C(C=C1)C#CC=1C=NC=NC1)F)F (S)-2-(2,5-difluoro-4-(6-((2-fluoro-4-(pyrimidin-5-ylethynyl)benzyl)oxy)pyridin-2-yl)benzyl)-1-(oxetan-2-ylmethyl)-1H-benzo[d]imidazole-6-carboxylic acid